4,7-dichloro-3-methyl-imidazo[4,5-d]pyridazine ClC1=C2C(=C(N=N1)Cl)N=CN2C